BrC1=C(C=C(C(=C1)Cl)C(=C)C)C 1-bromo-5-chloro-4-isopropenyl-2-methyl-benzene